CC=1N2C=3SC=4CC(CC4C3C(=NCC2=NN1)C1=C(C=CC=C1)O)C(=O)N1CCOCC1 2-[3-Methyl-13-(morpholine-4-carbonyl)-16-thia-2,4,5,8-tetraazatetracyclo[8.6.0.02,6.011,15]hexadeca-1(10),3,5,8,11(15)-pentaen-9-yl]phenol